ClC=1C(=C2CC(C3(C2=CC1)CCC(CC3)(C(=O)OC)NC3=CC(=CC=C3)Cl)C[C@H](CO)C)F methyl (1r,4R)-5'-chloro-4-(3-chloroanilino)-4'-fluoro-2'-[(2R)-3-hydroxy-2-methylpropyl]-2',3'-dihydrospiro[cyclohexane-1,1'-indene]-4-carboxylate